CC(CCN)N (E)-methyl-1,3-propanediamine